C(CC(CC=CCCCCCC)O)O dodec-5-ene-1,3-diol